C(C)OC(=O)C1(C(C1)COCC1=CC=CC=C1)C(=O)OCC ((benzyloxy)methyl)cyclopropane-1,1-dicarboxylic acid diethyl ester